7-Fluoro-8-(2-(2-hydroxypropan-2-yl)-1-methyl-1H-imidazol-4-yl)-1-isopropyl-3-(3-methyl-5-(trifluoromethyl)-1H-pyrazol-4-yl)-4H-quinolizin-4-one FC1=CN2C(C(=CC(=C2C=C1C=1N=C(N(C1)C)C(C)(C)O)C(C)C)C=1C(=NNC1C(F)(F)F)C)=O